S1C=NC2=C1C=CC(=C2)N benzo[d]thiazol-5-amine